N-((1R,4R)-4-(1H-1,2,3-triazol-1-yl)cyclohexyl)-4-(isopropylamino)-6-(1H-pyrazol-4-yl)quinoline-3-carboxamide N1(N=NC=C1)C1CCC(CC1)NC(=O)C=1C=NC2=CC=C(C=C2C1NC(C)C)C=1C=NNC1